2-(3,9-diazabicyclo[3.3.1]nonan-3-yl)-5-chloro-7-(thiazol-2-yl)-4-(trifluoromethoxy)benzo[d]oxazole C12CN(CC(CCC1)N2)C=2OC1=C(N2)C(=C(C=C1C=1SC=CN1)Cl)OC(F)(F)F